tert-butyl (4S)-4-(3-chloro-4-(2-(2-methylthieno[2,3-d]pyrimidin-4-yl)cyclopropyl)benzamido)azepine-1-carboxylate ClC=1C=C(C(=O)NC=2C=CN(C=CC2)C(=O)OC(C)(C)C)C=CC1C1C(C1)C=1C2=C(N=C(N1)C)SC=C2